(S)-7'-(3,5-difluorophenyl)-1-(phenylsulfonyl)dihydro-1'H,3'H,5'H-spiro[piperidine-4,2'-pyrazolo[1,2-a]pyrazol]-1'-one FC=1C=C(C=C(C1)F)[C@@H]1CCN2N1C(C1(C2)CCN(CC1)S(=O)(=O)C1=CC=CC=C1)=O